(2S,4R)-1-(2-methylbenzofuro[3,2-d]pyrimidin-4-yl)-4-(2-oxo-2-(pyridin-2-ylamino)ethyl)pyrrolidine-2-carboxylic acid CC=1N=C(C2=C(N1)C1=C(O2)C=CC=C1)N1[C@@H](C[C@@H](C1)CC(NC1=NC=CC=C1)=O)C(=O)O